COC(=O)C1=C(N=NN1C)C1=NC(=C(C=C1)Br)C=O 4-(5-bromo-6-formylpyridin-2-yl)-1-methyl-1H-1,2,3-triazole-5-carboxylic acid methyl ester